methacrylamide propanesulfonate C(CC)S(=O)(=O)O.C(C(=C)C)(=O)N